tert-butyl ((1-((4-(difluoromethoxy)-3-((2,6-dimethoxyphenyl) sulfonamido) benzo[d]isoxazol-6-yl)methyl)-1H-pyrazol-4-yl)methyl)carbamate FC(OC1=CC(=CC2=C1C(=NO2)NS(=O)(=O)C2=C(C=CC=C2OC)OC)CN2N=CC(=C2)CNC(OC(C)(C)C)=O)F